C(C)(C)(C)C1=CC=C(C=C1)C(N1S(C2=C(C1=O)C=CC=C2)(=O)=O)C2=CC=CC=C2 2-[(4-tert-butylphenyl)(phenyl)methyl]benzo[d]isothiazol-3(2H)-one-1,1-dioxide